3-benzodioxol-2-one C1=CC=C2C(=C1)OC(C(=O)O2)O